N-(biphenyl-3-ylmethyl)-2-[4-(7H-pyrrolo[2,3-d]pyrimidin-4-yl)-1H-pyrazol-1-yl]butanamide C1(=CC(=CC=C1)CNC(C(CC)N1N=CC(=C1)C=1C2=C(N=CN1)NC=C2)=O)C2=CC=CC=C2